COC1=C(C=CC=C1)C1C(C1)NC(N([C@H]1CN(CCC1)C=1N=NC=CC1)C)=O 3-[2-(2-methoxyphenyl)cyclopropyl]-1-methyl-1-[(3R)-1-(pyridazin-3-yl)piperidin-3-yl]urea